C1=C2N=CN=C3C2=C(OCC2=C4C=CC(=CN32)N4)N=C1 4-oxa-3,10a,11,13,14-pentaaza-6,9-methanonaphtho[1,8-ab]heptalene